4-hydroxymethyl-2,6-di-tertiary-butylphenol OCC1=CC(=C(C(=C1)C(C)(C)C)O)C(C)(C)C